C(CC(CCCCCC)=O)CC(=O)[O-] 3-Nonanon-1-ylacetate